2-benzyl-4-phenyl-2H,4H-pyrrolo[3,4-b]indole-7-carboxylic acid C(C1=CC=CC=C1)N1C=C2N(C=3C=CC(=CC3C2=C1)C(=O)O)C1=CC=CC=C1